FC(C=1C(=CN(C(C1)=O)C)C(=O)NC1=C(C=C(C(=C1)C=1C=NN(C1)CCN1CCOCC1)F)N1C[C@H](N(CC1)C)C)F 4-(difluoromethyl)-N-[4-fluoro-5-[1-(2-morpholin-4-ylethyl)pyrazol-4-yl]-2-[(3R)-3,4-dimethylpiperazin-1-yl]phenyl]-1-methyl-6-oxopyridine-3-carboxamide